N1(CCOCC1)C1=CC=C(C=N1)/C=C/C(=O)OCC1=CC=CC=C1 Benzyl (2E)-3-[6-(morpholin-4-yl)pyridin-3-yl]prop-2-enoate